benzofuro[2,3-b]pyrazine N1=C2C(=NC=C1)OC1=C2C=CC=C1